1-[(3S)-3-({5-[5-(difluoromethyl)-1-methyl-1H-1,2,4-triazol-3-yl]-6-methylpyridin-2-yl}amino)pyrrolidin-1-yl]-2-(6-methoxy-2-methylpyrimidin-4-yl)propan-1-one FC(C1=NC(=NN1C)C=1C=CC(=NC1C)N[C@@H]1CN(CC1)C(C(C)C1=NC(=NC(=C1)OC)C)=O)F